COC(=O)C=1C=CC2=C(N(C(=N2)CCl)CC2=CN=CN2CC2CC2)C1 2-(chloromethyl)-1-((1-(cyclopropylmethyl)-1H-imidazol-5-yl)methyl)-1H-benzo[d]Imidazole-6-carboxylic acid methyl ester